CN(C1CCN(CC1)C1CCN(CC1)C1=C(C=C(C(=C1)OC)NC1=NC=NC(=C1)N1OCC[C@@H]1C1=CC(=CC=C1)C#C)NC(C=C)=O)C N-(2-(4-(dimethylamino)-[1,4'-bipiperidine]-1'-yl)-5-((6-((R)-3-(3-ethynylphenyl)isoxazolidine-2-yl)pyrimidine-4-yl)amino)-4-methoxyphenyl)acrylamide